2-(2,4-difluorophenyl)-3-((2,6-dimethylphenyl)aminocarbonyl)-9-hydroxy-1,8-dioxo-1,3,4,8-tetrahydro-2H-pyrido[1,2-a]pyrazine-7-carboxylic acid FC1=C(C=CC(=C1)F)N1C(C=2N(CC1C(=O)NC1=C(C=CC=C1C)C)C=C(C(C2O)=O)C(=O)O)=O